[3-{[2-(5-chloropyridin-2-yl)imidazo[1,2-a]pyridin-3-yl]methyl}-3,9-diazabicyclo[4.2.1]non-9-yl](6-methoxypyridin-2-yl)methanone ClC=1C=CC(=NC1)C=1N=C2N(C=CC=C2)C1CN1CC2CCC(CC1)N2C(=O)C2=NC(=CC=C2)OC